tert-Butyl 4-[3-[2-(dimethylamino)ethyl]-2-oxo-1,3-benzoxazol-6-yl]-2,2-dimethyl-piperazine-1-carboxylate CN(CCN1C(OC2=C1C=CC(=C2)N2CC(N(CC2)C(=O)OC(C)(C)C)(C)C)=O)C